[C@@H]12CCCC[C@@H]2CCCC1 trans-bicyclo[4.4.0]decane